(R)-N-(3,3-difluoro-1-(methyl-d3)piperidin-4-yl)-5-(1-(2,2-difluoroethyl)-1H-benzo[d][1,2,3]triazol-6-yl)-6-fluoro-4-(methoxy-d3)pyrrolo[2,1-f][1,2,4]triazin-2-amine FC1(CN(CC[C@H]1NC1=NN2C(C(=N1)OC([2H])([2H])[2H])=C(C(=C2)F)C=2C=CC1=C(N(N=N1)CC(F)F)C2)C([2H])([2H])[2H])F